COCCOCCOCCOC1=CC=C(C=C1)B1OC(C(O1)(C)C)(C)C 2-(4-(2-(2-(2-methoxyethoxy)ethoxy)ethoxy)phenyl)-4,4,5,5-tetramethyl-1,3,2-dioxaborolane